(2-thienylmethyliden)ruthenium(II) dichloride S1C(=CC=C1)C=[Ru-2](Cl)Cl